C(C)(C)(C)OC(=O)NC=1SC2=C(N1)C(=CC=C2F)C2=C(C=1N=C(N=C(C1C=N2)N2CCN(CC2)C(=O)OC(C)(C)C)OC[C@H]2N(CCC2)C)F (S)-tert-butyl 4-(7-(2-((tert-butoxycarbonyl)amino)-7-fluorobenzo[d]thiazol-4-yl)-8-fluoro-2-((1-methylpyrrolidin-2-yl)methoxy)pyrido[4,3-d]pyrimidin-4-yl)piperazine-1-carboxylate